C1(=CC=CC=C1)N1C(C=CC=C1)=O phenylpyridin-2(1H)-one